CN(C=1C=C2CCNC(C2=CC1)CNC=1C=NC=CC1C(=O)O)C1=CC=C(C=C1)C 3-[((6-[methyl(4-methylphenyl)amino]-1,2,3,4-tetrahydroisoquinolyl)methyl)amino]pyridine-4-carboxylic acid